O1CC(OC2=NC=CC=C21)C2=CC=C(C=C2)CN 1-[4-(2,3-dihydro[1,4]dioxino[2,3-b]pyridin-3-yl)phenyl]methylamine